(2R,3S)-1-(((9H-fluoren-9-yl)methoxy)carbonyl)-3-(pyridin-4-ylmethyl)pyrrolidine-2-carboxylic acid C1=CC=CC=2C3=CC=CC=C3C(C12)COC(=O)N1[C@H]([C@H](CC1)CC1=CC=NC=C1)C(=O)O